[2-[1-(cyclopentylmethyl)-6-ethylpyrrolo[2,3-b]pyridin-2-yl]-5-methoxy-3-methylimidazo[1,2-a]pyridin-7-yl]methanone C1(CCCC1)CN1C(=CC=2C1=NC(=CC2)CC)C=2N=C1N(C(=CC(=C1)C=O)OC)C2C